C(C)(=O)N[C@@H](CC(C)C)C(=O)O.C(C)OC=1C=C(C=CC1OC)[C@@H](CS(=O)(=O)C)N (1S)-1-(3-ethoxy-4-methoxyphenyl)-2-methanesulfonyl-ethylamine N-acetyl-L-Leucine salt